methyl 3-(2-fluorophenyl)bicyclo[1.1.1]pentane-1-carboxylate FC1=C(C=CC=C1)C12CC(C1)(C2)C(=O)OC